C1(CC1)C1=NN2C(=NN(C(C2=C1)=O)CC(=O)N[C@H]1CN(CCC1)CC(F)(F)F)C(C)C (R)-2-(2-cyclopropyl-7-isopropyl-4-oxopyrazolo[1,5-d][1,2,4]triazin-5(4H)-yl)-N-(1-(2,2,2-trifluoroethyl)piperidin-3-yl)acetamide